CS(=O)(=O)OC1=CC=CC=2C(OCOCC21)C=2N=C(SC2C(CN2N=C(C=C2C(F)F)C(F)F)=O)C2CCNCC2 1-{[3,5-bis(difluoromethyl)-1H-pyrazol-1-yl]Acetyl piperidin-4-yl-1,3-thiazol-4-yl}-1,5-dihydro-2,4-benzodioxepin-6-yl methanesulfonate